C(C)(=O)C1=NN(C2=CC=C(C=C12)C=1C=NC(=NC1)C)CC(=O)N1[C@@H](C[C@H](C1)F)C(=O)NC1=C(C(=O)OC)C=CC(=N1)Br Methyl 2-((2S,4R)-1-(2-(3-acetyl-5-(2-methylpyrimidin-5-yl)-1H-indazol-1-yl) acetyl)-4-fluoropyrrolidine-2-carboxamido)-6-bromonicotinate